6-(2,6-difluoro-3,5-dimethoxyphenyl)-8-(1-methyl-1H-pyrazol-4-yl)-2-(methylthio)pyrido[3,4-d]pyrimidine FC1=C(C(=C(C=C1OC)OC)F)C1=CC2=C(N=C(N=C2)SC)C(=N1)C=1C=NN(C1)C